(1s,4s)-4-((2-((2-(1-(Cyclopropylsulfonyl)-1H-pyrazol-4-yl)pyrimidin-4-yl)amino)-5-((1-methylcyclopropyl)ethynyl)pyridin-4-yl)amino)cyclohexan-1-ol C1(CC1)S(=O)(=O)N1N=CC(=C1)C1=NC=CC(=N1)NC1=NC=C(C(=C1)NC1CCC(CC1)O)C#CC1(CC1)C